C(C)(C)(C)OC(=O)N1CCC(CC1)NC1=CC(=C(C=C1)Br)OC.NCC(CC1=CC=CC=C1)(CC)C [2-(aminomethyl)-2-methylbutyl]benzene tert-Butyl-4-((4-bromo-3-methoxyphenyl)amino)piperidine-1-carboxylate